ClC1=NC(=CC(=N1)C(=O)OC)NC1CCOCC1 Methyl 2-chloro-6-((tetrahydro-2H-pyran-4-yl)amino)pyrimidine-4-carboxylate